FC1=C(N)C=CC=C1OC=1C=2N(C=C(N1)C=1C=NN(C1)C1COCC1)N=CC2 2-fluoro-3-((6-(1-(tetrahydrofuran-3-yl)-1H-pyrazol-4-yl)pyrazolo[1,5-a]pyrazin-4-yl)oxy)aniline